CN1CCN(CC1)NC(S)=S.[Zn] zinc N'-methyl-N-piperazinyl-dithiocarbamic acid